tert-butyl (3R,4S)-3-amino-4-methoxypyrrolidine-1-carboxylate N[C@@H]1CN(C[C@@H]1OC)C(=O)OC(C)(C)C